COC=1C=C(C2=CC=CC=C2C1)NC(O)=O (3-methoxynaphthalen-1-yl)carbamic acid